(3S)-3-{4-[(3-methoxypiperidin-1-yl)methyl]phenyl}-2,3-dihydro[1,4]dioxino{2,3-b}pyridine COC1CN(CCC1)CC1=CC=C(C=C1)[C@H]1COC=2C(=NC=CC2)O1